benzyl (S)-1-chloro-4-oxo-3-(((R)-1-phenylpropyl)amino)-4,6,7,8-tetrahydropyrrolo[1,2-a]pyrazine-6-carboxylate ClC1=C2N(C(C(=N1)N[C@H](CC)C1=CC=CC=C1)=O)[C@@H](CC2)C(=O)OCC2=CC=CC=C2